N1(CCC1)C1=CC2=C(C=C(O2)C(=O)NS(=O)(=O)C2=C(C=CC(=C2)C(C)C)C(C)C)C(=C1)F 6-(Azetidin-1-yl)-N-[2,5-di(propan-2-yl)benzene-1-sulfonyl]-4-fluoro-1-benzofuran-2-carboxamide